methyl 5'-bromo-2'-chloro-6-methyl-(4,4'-bipyridine)-3-carboxylate BrC=1C(=CC(=NC1)Cl)C1=C(C=NC(=C1)C)C(=O)OC